NC1=NC(=C2C(=N1)N(N=C2)CC2=CC(=C(C=C2)[N+](=O)[O-])C)C=2C(=C(C#N)C=CC2)F 3-(6-amino-1-(3-methyl-4-nitrobenzyl)-1H-pyrazolo[3,4-d]pyrimidin-4-yl)-2-fluorobenzonitrile